5-(9-Bromo-2-dibenzofuranyl)-5,7-dihydro-7,7-dimethyl-indeno[2,1-b]-carbazole BrC1=CC=CC2=C1C1=C(O2)C=CC(=C1)N1C2=CC=CC=C2C=2C=C3C(=CC12)C(C1=CC=CC=C13)(C)C